C(C)(C)N1C(N(C=2C1=C1C(=NC2)NC(=C1C1=CC=C(C=C1)C1(CC1)C#N)C1=CC=C(C=C1)CN1CCC(CC1)S(=O)(=O)C)C)=O 1-(4-(1-Isopropyl-3-methyl-7-(4-((4-(methylsulfonyl)piperidin-1-yl)methyl)phenyl)-2-oxo-1,2,3,6-tetrahydroimidazo[4,5-d]pyrrolo[2,3-b]pyridin-8-yl)phenyl)cyclopropan-1-carbonitril